2-pyridin-2-yl-5,6-dihydro-4H-pyrrolo[1,2-b]pyrazol N1=C(C=CC=C1)C=1C=C2N(N1)CCC2